O1C=C(C=C1)C=C 2-(furan-3-yl)ethylene